2-(4,4-dimethylpiperidin-1-yl)-8-(1-hydroxyethyl)-3,6-dimethylquinazolin-4(3H)-one CC1(CCN(CC1)C1=NC2=C(C=C(C=C2C(N1C)=O)C)C(C)O)C